C(C)(C)(C)C1=[O+]C(=CC=C1)C(C)(C)C 2,6-di-tert-butyl-pyrylium